(S)-N-(2-chloro-6-fluorophenyl)-5-fluoro-4-(5-methylpyridin-2-yl)-2-((1,1,1-trifluoropropan-2-yl)oxy)benzamide ClC1=C(C(=CC=C1)F)NC(C1=C(C=C(C(=C1)F)C1=NC=C(C=C1)C)O[C@H](C(F)(F)F)C)=O